C(C)(=O)OCC=1C(=NC=CC1C1=CN(C(C(=C1)NC=1N=NC(=CC1)OC)=O)C)N1C(C2=CC=3CC(CC3N2CC1)(C)C)=O (2-{4,4-Dimethyl-9-oxo-1,10-diazatricyclo[6.4.0.02,6]dodeca-2(6),7-dien-10-yl}-4-{5-[(6-methoxypyridazin-3-yl)amino]-1-methyl-6-oxo-1,6-dihydropyridin-3-yl}pyridin-3-yl)methyl Acetate